(5-((4-methylpiperazin-1-yl)methyl)isoindolin-2-yl)methanone Tert-Butyl-1,1-difluoro-2-{3-[4-fluoro-2-(trifluoromethyl)phenyl]isothiazol-5-yl}-6-azaspiro[2.5]octane-6-carboxylate C(C)(C)(C)OC(=O)N1CCC2(C(C2(F)F)C2=CC(=NS2)C2=C(C=C(C=C2)F)C(F)(F)F)CC1.CN1CCN(CC1)CC=1C=C2CN(CC2=CC1)C=O